C(C)(C)(C)S(=O)(=O)O tert-butyl-sulphonic Acid